BrC1=CC(=C(C=C1)CS(=O)(=O)NCC1=C(C=C(C=C1)OC)OC)I (4-bromo-2-iodophenyl)-N-[(2,4-dimethoxyphenyl)methyl]methanesulfonamide